COC1(CN(C1)C1=NC=2C=CC(=C(C2N=C1)C#N)NC1=CC(=C(C=C1)OCC=1C=NC(=CC1)C)OC)C (3-methoxy-3-methylazetidin-1-yl)-6-((3-methoxy-4-((6-methyl-pyridin-3-yl)methoxy)phenyl)amino)quinoxaline-5-carbonitrile